N-phenyl-4-(m-phenoxyphenyl)-1-{[2-(trimethylsilanyl)ethoxy]Methyl}-1H-imidazole-2-carboxamide C1(=CC=CC=C1)NC(=O)C=1N(C=C(N1)C1=CC(=CC=C1)OC1=CC=CC=C1)COCC[Si](C)(C)C